tert-butyl 4-[5-[(15R)-15-methyl-13-oxo-11-thia-6,14,17-triazatetracyclo[8.8.0.02,7.012,18]octadeca-1,3,5,7,9,12(18)-hexaen-5-yl]-2-pyridyl]piperidine-1-carboxylate C[C@H]1NC(C=2SC3=CC=C4N=C(C=CC4=C3C2NC1)C=1C=CC(=NC1)C1CCN(CC1)C(=O)OC(C)(C)C)=O